1-Hydroxypropan-2-yl(8-amino-7-fluoro-6-(8-methyl-2,3-dihydro-1H-pyrido[2,3-b][1,4]oxazin-7-yl)isoquinolin-3-yl)carbamate OCC(C)OC(NC=1N=CC2=C(C(=C(C=C2C1)C1=C(C2=C(OCCN2)N=C1)C)F)N)=O